CC1=C(N)C=C(C=C1)C#CC1=CC=C(C=C1)CN1CCN(CC1)C 2-Methyl-5-((4-((4-methylpiperazin-1-yl)methyl)phenyl)ethynyl)aniline